CS(=O)(=O)N1C=2N(CC(C1)NC(OCC1=CC=CC=C1)=O)N=CC2C2=CC=C(C=C2)C(F)(F)F benzyl (4-(methyl sulfonyl)-3-(4-(trifluoromethyl)phenyl)-4,5,6,7-tetrahydropyrazolo[1,5-a]pyrimidin-6-yl)carbamate